5-(4,4'-di-n-nonylbenzylamino)-5-oxopentanoic acid C(CCCCCCCC)C1(CC=C(CNC(CCCC(=O)O)=O)C=C1)CCCCCCCCC